(Z)-ethyl 2-amino-2-(2-(2-(trifluoromethyl)pyridin-3-yl)hydrazono)acetate N\C(\C(=O)OCC)=N/NC=1C(=NC=CC1)C(F)(F)F